FC1=C(C=CC=C1F)C1CCN(CC1)C(=O)[O-] 4-(2,3-difluorophenyl)piperidine-1-carboxylate